5-Bromo-1-(4-methoxybenzyl)-3-(trifluoromethyl)pyridin-2(1H)-one BrC=1C=C(C(N(C1)CC1=CC=C(C=C1)OC)=O)C(F)(F)F